BrC=1C=C2C(NC=3C=CC=CC3C2=CC1)(C)CC(=O)OC Methyl 2-(8-bromo-6-methyl-5,6-dihydrophenanthridin-6-yl)acetate